2,4-dibromo-6-methylpyrimidine BrC1=NC(=CC(=N1)Br)C